FC=1C=CC(=C(C1)C1=CNC(C2=CC(=CC=C12)OCC(F)(F)F)=O)C 4-(5-fluoro-2-methylphenyl)-7-(2,2,2-trifluoroethoxy)isoquinolin-1(2H)-one